2-oxo-2,3-dihydro-1H-imidazole O=C1NC=CN1